5-amino-2-chloro-6-(3-fluoro-5-methyl-1H-indazol-4-yl)pyrimidine-4-carboxamide NC=1C(=NC(=NC1C1=C2C(=NNC2=CC=C1C)F)Cl)C(=O)N